(3-ethoxysilylpropyl)amine C(C)O[SiH2]CCCN